S(=O)(O)O.C(C=C)(=O)O acrylic acid sulfite